6-(2-phenoxy-pyridin-3-yl)-naphthalene-2-carboxylic acid methyl ester COC(=O)C1=CC2=CC=C(C=C2C=C1)C=1C(=NC=CC1)OC1=CC=CC=C1